ClC=1C=C2C(=CNC2=CC1)NC1=NC2=C(N1C)C=CC(=C2C)C(F)(F)F N-(5-Chloro-1H-indol-3-yl)-1,4-dimethyl-5-(trifluoromethyl)-1H-benzo[d]imidazol-2-amine